ClC=1C=C(C=CC1)C1=CN=C(O1)CSC1=NC(=NC(=N1)COC)N 4-({[5-(3-Chlorophenyl)-1,3-oxazol-2-yl]methyl}sulfanyl)-6-(methoxymethyl)-1,3,5-triazin-2-amin